(4R)-4-[tert-butyl(diphenyl)silyl]oxy-1-methyl-pyrrolidin-2-one [Si](C1=CC=CC=C1)(C1=CC=CC=C1)(C(C)(C)C)O[C@@H]1CC(N(C1)C)=O